ClC1=C(C=CC=C1OC)C1=NNC2=NC(=CN=C21)N2CCC1(CCC[C@H]1N)CC2 (R)-8-(3-(2-chloro-3-methoxyphenyl)-1H-pyrazolo[3,4-b]pyrazin-6-yl)-8-azaspiro[4.5]decan-1-amine